ClC=1C=CC(=C(C1)C1=NN=C(N1C)C1=C(C=CC=C1F)F)OC(F)F 3-(5-chloro-2-(difluoromethoxy)phenyl)-5-(2,6-difluorophenyl)-4-methyl-4H-1,2,4-triazole